(Z)-7-(5-(2-chlorobenzyl)-2,4-dioxathiazolidine-3-yl)-N-hydroxyheptanamide ClC1=C(CC2ON(OS2)CCCCCCC(=O)NO)C=CC=C1